C(C)(C)(CC(C)(C)C)C1=C(C=CC(=C1)C(C)(C)CC(C)(C)C)O 2,4-di-tert-octylphenol